FC1(CC(C1)C1=CC2=C(S1)C1(CC(N(C(C1)C)C(C(F)(F)F)=O)C)OCC2)F 1-[(2R,6S)-2-(3,3-difluorocyclobutyl)-2',6'-dimethyl-spiro[4,5-dihydrothieno[2,3-c]pyran-7,4'-piperidine]-1'-yl]-2,2,2-trifluoro-ethanone